C1(CCCCCC1)=CC=O 2-CYCLOHEPTYLIDENEACETALDEHYDE